2-[1-[2-(1,3-Dimethylindazol-6-yl)-6-methyl-4-oxo-chromen-8-yl]ethylamino]benzoic acid CN1N=C(C2=CC=C(C=C12)C=1OC2=C(C=C(C=C2C(C1)=O)C)C(C)NC1=C(C(=O)O)C=CC=C1)C